FC1=CC(=CC2=C1NC(=N2)NC(OC)=O)C2=C(C=CC(=C2)CC2=NNC(C1=CC=CC=C21)=O)F Methyl (7-fluoro-5-(2-fluoro-5-((4-oxo-3,4-dihydrophthalazin-1-yl)methyl)phenyl)-1H-benzoimidazol-2-yl)carbamate